N1CC(=CC1)C=1C(=CC(=C(C1)NC(=O)C1=CNC(C=C1C(F)(F)F)=O)N1C[C@H](N([C@H](C1)C)C)C)F |r| N-[5-(2,5-dihydro-1H-pyrrol-3-yl)-4-fluoro-2-[rac-(3R,5S)-3,4,5-trimethylpiperazin-1-yl]phenyl]-6-oxo-4-(trifluoromethyl)-1H-pyridine-3-carboxamide